COC(=O)C=1C=C2N=C(C(=NC2=CC1)Cl)Cl 2,3-dichloroquinoxaline-6-carboxylic acid methyl ester